4-(4-Chlorophenyl)-2-methoxy-6-phenylpyridine-3-carbonitrile ClC1=CC=C(C=C1)C1=C(C(=NC(=C1)C1=CC=CC=C1)OC)C#N